2-amino-N-(2-aminoethoxy)-8-[(3R)-3-anilinopiperidine-1-carbonyl]-N-propyl-3H-1-benzazepine-4-carboxamide NC1=NC2=C(C=C(C1)C(=O)N(CCC)OCCN)C=CC(=C2)C(=O)N2C[C@@H](CCC2)NC2=CC=CC=C2